(E)-6-(4-hydroxy-2-oxo-3-propionyl-2H-pyran-6-yl)hex-2-enoic acid methyl ester COC(\C=C\CCCC1=CC(=C(C(O1)=O)C(CC)=O)O)=O